CC=1C=C2C(C(=C(OC2=C(C1)[C@@H](C)NC(OC(C)(C)C)=O)C=1C=NN(C1)C)C=1N=COC1)=O tert-Butyl N-[(1R)-1-[6-methyl-2-(1-methylpyrazol-4-yl)-3-oxazol-4-yl-4-oxo-chromen-8-yl]ethyl]carbamate